(S)-1-cyano-N-(1-(pyridin-4-ylmethyl)-1H-imidazol-4-yl)pyrrolidine-3-carboxamide C(#N)N1C[C@H](CC1)C(=O)NC=1N=CN(C1)CC1=CC=NC=C1